ClC1=CC=C(C=C1)C(CC(=O)OC)CC(=O)OC dimethyl 3-(4-chlorophenyl)-glutarate